(trans-4-((benzylcarbamoyl)(4-(1-methyl-6-oxo-1,6-dihydropyridin-3-yl)phenyl)amino)cyclohexyl)carbamic acid tert-butyl ester C(C)(C)(C)OC(N[C@@H]1CC[C@H](CC1)N(C1=CC=C(C=C1)C1=CN(C(C=C1)=O)C)C(NCC1=CC=CC=C1)=O)=O